4-amino-2,5-difluoro-benzonitrile NC1=CC(=C(C#N)C=C1F)F